(2S)-3,4-Dihydro-2H-Pyran-2-Yl[Ethyl]-2-Methyl-Propane-2-Sulfinamide O1[C@@H](CCC=C1)C(C(C)(S(=O)N)C)CC